C1(CC1)OC(=O)N1CCCC2=NC(=CC=C12)C(C)NC(C1=CC=C(C=C1)F)=O Cyclopropyl-6-(1-(4-fluorobenzamido)ethyl)-3,4-dihydro-1,5-naphthyridin-1(2H)-carboxylat